(3aR,4S,5S,6R,7S,7aS)-4-benzyloxy-5-(benzyloxycarbonylamino)-7-hydroxy-2-oxo-3a,4,5,6,7,7a-hexahydro-3H-1,3-benzoxazol-6-yl[oxy]-5-azido-tetrahydropyran-2-yl[ethyl]-N-methyl-carbamate C(C1=CC=CC=C1)O[C@H]1C([C@H]([C@@H]([C@@H]2[C@@H]1NC(O2)=O)O)OC2(OC[C@H](CC2)N=[N+]=[N-])CN(C([O-])=O)CC)NC(=O)OCC2=CC=CC=C2